ClC1=NC=C(C(=C1)N1CCC(CC1)CO)C#CC=1C=NN(C1)CCF (1-(2-chloro-5-((1-(2-fluoroethyl)-1H-pyrazol-4-yl)ethynyl)pyridin-4-yl)piperidin-4-yl)methanol